N-(3,4-dimethoxybenzyl)-4-(2-(4-fluorobenzoyl)hydrazine-1-carbonyl)-N-(3,4,5-trimethoxyphenyl)benzamide COC=1C=C(CN(C(C2=CC=C(C=C2)C(=O)NNC(C2=CC=C(C=C2)F)=O)=O)C2=CC(=C(C(=C2)OC)OC)OC)C=CC1OC